2-acetamido-4-(1-((2,4-diaminopyrimidin-5-yl)methyl)indolin-5-yl)benzoic acid C(C)(=O)NC1=C(C(=O)O)C=CC(=C1)C=1C=C2CCN(C2=CC1)CC=1C(=NC(=NC1)N)N